C(CCC)C1C(=NN(C1(C(=O)NCCCC(CO)(C)C)C)C1=C(C=C(C=C1)Cl)C)C1=CC=C(C=C1)F 4-butyl-1-(4-chloro-2-methylphenyl)-3-(4-fluorophenyl)-N-(5-hydroxy-4,4-dimethylpentyl)-5-methyl-4,5-dihydro-1H-pyrazole-5-carboxamide